2H-pyran-2,4,5-triyl triacetate hydrochloride Cl.C(C)(=O)OC1OC=C(C(=C1)OC(C)=O)OC(C)=O